N-[(4-{[(1R,4R,5R,6S)-5,6-dihydroxybicyclo[2.2.1]hept-2-yl]methoxy}-3-nitrophenyl)sulfonyl]-2-(1H-pyrrolo[2,3-b]pyridin-5-yloxy)benzamide O[C@@H]1[C@@H]2CC([C@H]([C@@H]1O)C2)COC2=C(C=C(C=C2)S(=O)(=O)NC(C2=C(C=CC=C2)OC=2C=C1C(=NC2)NC=C1)=O)[N+](=O)[O-]